COC=1C=C2CCN3C(C2=CC1C=1N=NN(N1)C)=C(C=C3C(=O)N3[C@](CCC3)(C#N)C)C=C(C)C (R)-1-(8-methoxy-9-(2-methyl-2H-tetrazol-5-yl)-1-(2-methylprop-1-en-1-yl)-5,6-dihydropyrrolo[2,1-a]isoquinoline-3-carbonyl)-2-methylpyrrolidine-2-carbonitrile